C(=O)OC1=C(C(=CC(=C1)C1CC1)F)C1=C2C(=C(N=N1)N[C@H]1CN(CCC1)CCO)C=NC=C2 5-cyclopropyl-3-fluoro-2-(4-{[(3R)-1-(2-hydroxyethyl)piperidin-3-yl]amino}pyrido[3,4-d]pyridazin-1-yl)phenol formate